C1(=CC=CC=C1)OP(=O)([O-])[O-].[Co+2] cobalt phenylphosphate